C(C)NC(=O)N1[C@H]([C@@H](CCC1)NS(=O)(=O)C)CC1=CC(=CC=C1)CC1=C(C=CC=C1)C trans-N-ethyl-2-(3-(2-methylbenzyl)benzyl)-3-((methylsulfonyl)amino)piperidine-1-carboxamide